C(C)(=O)N[C@H]1[C@](O)(O[C@@H]([C@]([C@@]1(O)CCCCCCCCCCCCCCCC)(O)CCCCCCCCCCCCCCCC)C(O)CCCCCCCCCCCCCCCC)CCCCCCCCCCCCCCCC 2-acetamido-2-deoxy-1,3,4,6-tetracetyl-β-D-glucopyranose